9,9',9'',9'''-(3-(benzo[d]thiazol-2-yl)-6-(6-phenylpyridin-2-yl)benzene-1,2,4,5-tetrayl)tetrakis(9H-carbazole-3,6-dicarbonitrile) S1C(=NC2=C1C=CC=C2)C=2C(=C(C(=C(C2N2C1=CC=C(C=C1C=1C=C(C=CC21)C#N)C#N)N2C1=CC=C(C=C1C=1C=C(C=CC21)C#N)C#N)C2=NC(=CC=C2)C2=CC=CC=C2)N2C1=CC=C(C=C1C=1C=C(C=CC21)C#N)C#N)N2C1=CC=C(C=C1C=1C=C(C=CC21)C#N)C#N